C12C3CC=CC3C(C(C1)OC(CC)=O)C2.IC=2C=NN1C2C=CC(=C1)OCCN1CCOCC1 4-[2-(3-iodopyrazolo[1,5-a]pyridin-6-yl)oxyethyl]morpholine tricyclo[5.2.1.02,6]dec-4-en-8-yl-propanoate